(1R)-2-[4-(1,3-benzoxazol-2-yl)-5-hydroxy-1-methyl-6-oxopyrimidin-2-yl]-1-(2-methylphenyl)-3,4-dihydro-1H-isoquinoline-7-carboxamide O1C(=NC2=C1C=CC=C2)C=2N=C(N(C(C2O)=O)C)N2[C@@H](C1=CC(=CC=C1CC2)C(=O)N)C2=C(C=CC=C2)C